FC(C(=O)O)(F)F.CC(CN1C(NC(C=2NC=NC12)=O)=S)NC(=O)C=1NC=CN1 N-[1-Methyl-2-(6-oxo-2-thioxo-1,2,6,7-tetrahydro-3H-purin-3-yl)ethyl]-1H-imidazole-2-carboxamide trifluoroacetate